2-((3S,6S,12aS)-9-chloro-6-isobutyl-1,4-dioxo-1,2,3,4,6,7,12,12a-octahydropyrazino[1',2':1,6]pyrido[3,4-b]indol-3-yl)-N,N-dimethylacetamide ClC=1C=CC=2C3=C(NC2C1)[C@@H](N1[C@@H](C3)C(N[C@H](C1=O)CC(=O)N(C)C)=O)CC(C)C